C(#N)CC=1N=C2N(N(C(C=C2N2C[C@H](N(C[C@@H]2CC)C(=O)OC(C)(C)C)CC)=O)C)C1 tert-butyl (2R,5S)-4-(2-(cyanomethyl)-5-methyl-6-oxo-5,6-dihydroimidazo[1,2-b]pyridazin-8-yl)-2,5-diethylpiperazine-1-carboxylate